C(#N)C=1C=C(C=CC1F)NC(=O)C=1C(=C(N(C1C)C)C(C(=O)OCC)=O)F ethyl 2-(4-((3-cyano-4-fluorophenyl) carbamoyl)-3-fluoro-1,5-dimethyl-1H-pyrrol-2-yl)-2-oxoacetate